CC(CNC(OC(C)(C)C)=O)C=O tert-Butyl N-(2-methyl-3-oxopropyl)carbamate